OC1C[C@@H]([C@@H]2[C@H]1OC(O2)(C)C)C=2C=C(C=CC2)NC(OC(C)(C)C)=O tert-butyl (3-((3ar,4r,6as)-6-hydroxy-2,2-dimethyltetrahydro-4H-cyclopenta[d][1,3]dioxol-4-yl)phenyl)carbamate